C(C)N1C(NC2=C1C=C(C=C2)F)=O 1-ethyl-6-fluoro-3H-1,3-benzodiazol-2-one